8-chloro-1-[(2R,4R)-2-methyltetrahydro-2H-pyran-4-yl]-2-[(3R)-tetrahydrofuran-3-yl]-1H-imidazo[4,5-c]quinoline ClC1=CC=2C3=C(C=NC2C=C1)N=C(N3[C@H]3C[C@H](OCC3)C)[C@@H]3COCC3